2-FLUORO-5-METHOXYBENZENESULFONYL CHLORIDE FC1=C(C=C(C=C1)OC)S(=O)(=O)Cl